6-(3-(3'-chloro-[1,1'-biphenyl]-4-yl)-4,5-dihydro-1H-pyrazol-5-yl)quinoxaline ClC=1C=C(C=CC1)C1=CC=C(C=C1)C1=NNC(C1)C=1C=C2N=CC=NC2=CC1